COC=1C=C(C=CC1O)C=CC(CC(C=CC1=CC(=C(C=C1)O)OC)=O)=O 1,7-bis(3-methoxy-4-hydroxyphenyl)-1,6-heptadiene-3,5-dione